(3-acryloxypropyl)methyldi(trimethylsiloxy)silane tert-butyl-(S)-2-(3-(2-(2-aminoethoxy)ethoxy)propanamido)-3-(4-(tert-butoxy)phenyl)propanoate C(C)(C)(C)OC([C@H](CC1=CC=C(C=C1)OC(C)(C)C)NC(CCOCCOCCN)=O)=O.C(C=C)(=O)OCCC[Si](O[Si](C)(C)C)(O[Si](C)(C)C)C